C(C)(C)(C)N1N=C(C(=C1NC1=NC=CC=C1)C(=O)N)C1=CC(=C(C=C1)[N+](=O)[O-])OCC1=NC=C(C=C1)F 1-tert-butyl-3-{3-[(5-fluoropyridin-2-yl)methoxy]-4-nitrophenyl}-5-[(pyridin-2-yl)amino]-1H-pyrazole-4-carboxamide